C1(CC1)CN1C(=C(C=C1)S(N)(=O)=O)C(=O)O 1-(cyclopropylmethyl)-3-sulfamoyl-pyrrole-2-carboxylic acid